ClC=1C=NC=C(C1C1=NOC(=C1COC12CCC(CC1)(CC2)COC2=CC=C(C(=N2)C(=O)O)C)C2CC2)OC 6-((4-((3-(3-chloro-5-methoxypyridin-4-yl)-5-cyclopropylisoxazol-4-yl)methoxy)bicyclo[2.2.2]oct-1-yl)methoxy)-3-methylpyridine-2-carboxylic acid